1-chloro-2-(2-propen-1-yl)-benzene ClC1=C(C=CC=C1)CC=C